3,4,6-trichloro-5-(2,4-di-tert-butyl-phenoxy)-phthalonitrile ClC1=C(C(C#N)=C(C(=C1Cl)OC1=C(C=C(C=C1)C(C)(C)C)C(C)(C)C)Cl)C#N